CC1(OB(OC1(C)C)C1=CC=C(C=C1)C1=CC=C(C=C1)B1OC(C(O1)(C)C)(C)C)C 4,4'-bis(4,4,5,5-tetramethyl-1,3,2-dioxaborolan-2-yl)biphenyl